CC=1N(C=CN1)C=1C=NC=C(C=O)C1 5-(2-methyl-1H-imidazol-1-yl)nicotinaldehyde